C(C=C)(=O)O.C(C=C)(=O)O.C(C)OC1=C(O)C=CC(=C1)C(C)(C)C1=CC=C(C=C1)O ethoxybisphenol-a diacrylate